Di(5-hydroxy-2-hydroxymethyl-4-pyrone) molybdenum (VI) [Mo+6].OC=1C(C=C(OC1)CO)=O.OC=1C(C=C(OC1)CO)=O